CC(=CC(CC=C)O)CCC=C(C)C 6,10-dimethylundec-1,5,9-trien-4-ol